N-(4-bromobenzyl)-N-tosylglycinoyl chloride BrC1=CC=C(CN(CC(=O)Cl)S(=O)(=O)C2=CC=C(C)C=C2)C=C1